4-[2-phenoxyethyl-[4-(5,6,7,8-tetrahydro-1,8-naphthyridin-2-yl)butyl]amino]-2-[(1-phenylcyclopropanecarbonyl)amino]butanoic acid O(C1=CC=CC=C1)CCN(CCC(C(=O)O)NC(=O)C1(CC1)C1=CC=CC=C1)CCCCC1=NC=2NCCCC2C=C1